O1CCN(CC1)C1=CC(=NC=2N1N=C(C2)C(=O)N[C@@H]2COCC2)N2N=C(C=C2)C=2C=C(C=CC2)C 7-morpholino-5-[3-(m-tolyl)pyrazol-1-yl]-N-[(3S)-tetrahydrofuran-3-yl]pyrazolo[1,5-a]pyrimidine-2-carboxamide